C(C)(C)(CC)C1CCC(CC1)=O 4-(tert-pentyl)cyclohexan-1-one